N[C@H](C(=O)[O-])CC1=CC(=C(C(=C1)I)OC1=CC(=C(C=C1)O)I)I (2S)-2-amino-3-[4-(4-hydroxy-3-iodophenoxy)-3,5-diiodophenyl]propanoate